S1C(=CC=C1)C1=C(C=C(C(=C1)N)C=1SC=CC1)N 2,5-di(2-thienyl)benzene-1,4-diamine